(±)-3-(hydroxymethyl)-4-(4-methoxybenzyl)piperazine-1-carboxylic acid tert-butyl ester C(C)(C)(C)OC(=O)N1C[C@@H](N(CC1)CC1=CC=C(C=C1)OC)CO |r|